methyl 2-(5-(2-hydroxyethyl)-1-(4-isopropylphenyl)-1H-pyrazol-3-yl)acetate OCCC1=CC(=NN1C1=CC=C(C=C1)C(C)C)CC(=O)OC